FC1=CC=CC2=C1N=C(O2)C2=CC=C(C=C2)NC(C(C)(C)O)=O N-[4-(4-Fluoro-1,3-benzoxazol-2-yl)phenyl]-2-hydroxy-2-methylpropanamid